C1(CCC1)CC1=CN(C=2C1=NC=C(C2)C=2C(=NOC2C)C)C2=C(C=C(C(=O)O)C=C2OC)OC 4-(3-(cyclobutylmethyl)-6-(3,5-dimethylisoxazol-4-yl)-1H-pyrrolo[3,2-b]pyridin-1-yl)-3,5-dimethoxybenzoic acid